ClC1=CC(=NC=C1)NC=1OC=CN1 N-(4-chloro-2-pyridinyl)oxazol-2-amine